[C@H]1([C@H](O)[C@@H](O)[C@H](O)[C@H](O1)CO)O[C@H]1[C@@H](OCCCCCN)O[C@@H]([C@H]([C@@H]1O)O)CO 5-aminopentyl alpha-D-glucopyranosyl-(1->2)-alpha-D-glucopyranoside